(1S,3aR,4S,7R,7aS)-2-(O-(difluoromethyl)-L-threonyl)-2,3,3a,4,7,7a-hexahydro-1H-4,7-methanoisoindole-1-carboxylic acid trifluoroacetic acid salt FC(C(=O)O)(F)F.FC(O[C@@H]([C@H](N)C(=O)N1[C@@H]([C@H]2[C@H]3C=C[C@@H]([C@H]2C1)C3)C(=O)O)C)F